C(C)(C)(C)NC(C1=C(C(=C(C=C1I)OC)Cl)Cl)=O N-tert-butyl-2,3-dichloro-6-iodo-4-methoxy-benzamide